5-((6,6-dimethylmorpholin-3-yl)methoxy)isobenzofuran-1(3H)-one CC1(OCC(NC1)COC=1C=C2COC(C2=CC1)=O)C